(7R,8aS)-7-(2,3-dichloro-6-hydroxyphenyl)-2-[(1S,3R,4S)-rel-3,4-dihydroxycyclopentyl]-hexahydropyrrolo[1,2-a]pyrazin-4-one ClC1=C(C(=CC=C1Cl)O)[C@H]1C[C@@H]2N(C(CN(C2)C2C[C@H]([C@H](C2)O)O)=O)C1